O-((2R,3R,4S,5R)-5-(4-amino-5-iodo-7H-pyrrolo[2,3-d]pyrimidin-7-yl)-4-fluoro-2-(hydroxymethyl) tetrahydrofuran-3-yl) S-cyclopentylthiocarbonate C1(CCCC1)S=C(O[C@@H]1[C@H](O[C@H]([C@H]1F)N1C=C(C2=C1N=CN=C2N)I)CO)[O-]